COCCOC1=CC(=CC=C1)C=C 1-(2-methoxyethoxy)-3-vinylbenzene